[Si](C)(C)(C(C)(C)C)OC(C(OC1=C(C(=NC=C1)C(=C)C)[N+](=O)[O-])([2H])[2H])([2H])[2H] 4-(2-((tert-butyldimethylsilyl)oxy)ethoxy-1,1,2,2-d)-3-nitro-2-(prop-1-en-2-yl)Pyridine